N[C@@H](CC(=O)OCC)C=1C(=C(C=C(C1F)C(F)(F)F)C1=C(C(=C(C=C1C)F)C)C)F Ethyl (3S)-3-amino-3-(2,4,4'-trifluoro-2',3',6'-trimethyl-5-(trifluoromethyl)-[1,1'-biphenyl]-3-yl)propanoate